ClC1=C(C(Cl)(Cl)Cl)C(=CC(=C1)Cl)F 2,4-dichloro-6-fluorotrichlorotoluene